Vinyldisiloxane C(=C)[SiH2]O[SiH3]